ClC1=NC2=CC(=CC=C2C(=C1)C(F)(F)F)C 2-chloro-7-methyl-4-(trifluoromethyl)quinoline